ClC1=CC=C(OCC2=NN=C(O2)SCCN2C=NC3=CC=C(C=C3C2=O)Cl)C=C1 3-(2-((5-((4-chlorophenoxy)methyl)-1,3,4-oxadiazol-2-yl)thio)ethyl)-6-chloroquinazolin-4(3H)-one